O1CCC(=CC1)C1=C(C=2C(=NC=C3C2N(C(N3C)=O)C(C)C)N1)C1=CC=C(C#N)C=C1 4-(7-(3,6-dihydro-2H-pyran-4-yl)-1-isopropyl-3-methyl-2-oxo-1,2,3,6-tetrahydroimidazo[4,5-d]pyrrolo[2,3-b]pyridin-8-yl)benzonitrile